[N+](=O)(O[C@@H]1[C@H](O[C@H]([C@@H]1O[Si](C)(C)C(C)(C)C)N1C=2N=C(N(C(C2N=C1)=O)C(C1=CC=CC=C1)=O)NC(C)=O)CO[Si](C)(C)C(C)(C)C)[O-] (2R,3R,4R,5R)-5-(2-acetamido-1-benzoyl-6-oxo-1,6-dihydro-9H-purin-9-yl)-4-((tert-butyldimethylsilyl)oxy)-2-(((tert-butyldimethylsilyl)oxy)methyl)tetrahydrofuran-3-yl nitrate